(E)-2,6-difluoro-N-(5-(3-fluoro-4-(4-(4-oxopent-2-enoyl)piperazin-1-yl)quinolin-6-yl)-2-methoxypyridin-3-yl)benzenesulfonamide FC1=C(C(=CC=C1)F)S(=O)(=O)NC=1C(=NC=C(C1)C=1C=C2C(=C(C=NC2=CC1)F)N1CCN(CC1)C(\C=C\C(C)=O)=O)OC